[Cu].[W].[Mo].[Ni].[Cr].[Mn] manganese-chromium-nickel-molybdenum-tungsten-copper